BrC=1C=CC=2C(=C(C3=CC=C(C=C3C2C1)Br)N)N 3,6-dibromo-9,10-phenanthrenediamine